BrC(CCN1N=CC(=C1C)C1=C(C(=NO1)C1=C(C=CC=C1)Cl)CBr)(C)C 5-[1-(3-bromo-3-methylbutyl)-5-methyl-1H-pyrazol-4-yl]-4-(bromomethyl)-3-(2-chlorophenyl)-1,2-oxazole